(R)-2-allylpyrrolidine-2-carboxylic acid hydrochloride Cl.C(C=C)[C@@]1(NCCC1)C(=O)O